3,4-dichlorocumene ClC=1C=C(C=CC1Cl)C(C)C